potassium benzylaminobenzenesulfonate C(C1=CC=CC=C1)NC1=C(C=CC=C1)S(=O)(=O)[O-].[K+]